4-chloro-5-(cyclobutylmethyl)-7-((2-(trimethylsilyl)ethoxy)methyl)-7H-pyrrolo[2,3-d]pyrimidine ClC=1C2=C(N=CN1)N(C=C2CC2CCC2)COCC[Si](C)(C)C